(3-fluoropiperidin-4-yl)(methyl)carbamic acid benzyl ester hydrochloride Cl.C(C1=CC=CC=C1)OC(N(C)C1C(CNCC1)F)=O